(R)-N-(5-fluoro-6-(4-(3-methyl-1-oxido-1,2-thiazinan-3-yl)-1H-imidazol-1-yl)pyridin-3-yl)-2-(5-methyl-3-(trifluoromethyl)-1H-pyrazol-1-yl)acetamide FC=1C=C(C=NC1N1C=NC(=C1)C1(N[S@@](CCC1)=O)C)NC(CN1N=C(C=C1C)C(F)(F)F)=O